((S)-3-methyl-4-(5-(trifluoromethyl)pyrimidin-2-yl)piperazin-1-yl)methanone hydrochloride Cl.C[C@H]1CN(CCN1C1=NC=C(C=N1)C(F)(F)F)C=O